Cl.O1[C@H]2[C@H](NC(C1)=O)CNCC2 (-)-trans-4a,5,6,7,8,8a-Hexahydro-4H-pyrido[4,3-b][1,4]oxazin-3-one hydrochloride